5-(8-chloroindolizine-2-carbonyl)-N-{1-[(difluoromethoxy)methyl]cyclopropyl}-N-methyl-4H,5H,6H,7H-pyrazolo[1,5-a]pyrazine-3-carboxamide ClC1=CC=CN2C=C(C=C12)C(=O)N1CC=2N(CC1)N=CC2C(=O)N(C)C2(CC2)COC(F)F